O1C(OCC1)C1=CC(=C(OC2=NC(=NC=3CCN(CCC32)C(=O)OC(C)(C)C)NC3=CC=C(C=C3)C#N)C(=C1)C)C Tert-butyl 4-(4-(1,3-dioxolane-2-yl)-2,6-dimethylphenoxy)-2-((4-cyanophenyl)amino)-8,9-dihydro-5H-pyrimido[4,5-d]azepine-7(6H)-carboxylate